BrC1=C(C=CC=C1)S[NH-] N-(2-bromophenyl)thioamide